ClC1=NC=NC2=CC(=C(C=C12)OC1CCN(CC1)C(C=C)=O)OC1CC1 1-(4-((4-chloro-7-cyclopropyloxy-quinazolin-6-yl)oxy)piperidin-1-yl)prop-2-en-1-one